NC=1C(=NN(C1C(=O)OCC)C1=C(C=C(C=C1)CN)OCC)C(C(F)(F)F)C ethyl 4-amino-1-(4-(aminomethyl)-2-ethoxyphenyl)-3-(1,1,1-trifluoropropan-2-yl)-1H-pyrazole-5-carboxylate